(Z)-2-(3,3-dimethylcyclohexylidene)ethanol CC1(C\C(\CCC1)=C/CO)C